2-methyl-5-((4-(7-methylimidazo[1,2-a]pyridin-6-yl)piperidin-1-yl)sulfonyl)thiazole CC=1SC(=CN1)S(=O)(=O)N1CCC(CC1)C=1C(=CC=2N(C1)C=CN2)C